benzyl(triethyl)azanium chloride [Cl-].C(C1=CC=CC=C1)[N+](CC)(CC)CC